C(C1=CC=CC=C1)OC1=NC(=CC=C1[S@@](=O)(=NC(=O)OC(C)(C)C)N1[C@@H](CCC1)C(=O)OC)C Methyl ((R)-2-(benzyloxy)-N-(tert-butoxycarbonyl)-6-methylpyridine-3-sulfonimidoyl)-L-prolinate